(2R,4S)-2,4-bis(hydroxymethyl)azetidine-1-carboxylic acid tert-butyl ester C(C)(C)(C)OC(=O)N1[C@H](C[C@H]1CO)CO